4-(dimethylamino)-benzoic acid (2-ethylhexyl)ester C(C)C(COC(C1=CC=C(C=C1)N(C)C)=O)CCCC